Triethylene dichloride [Cl-].[Cl-].C=C.C=C.C=C